2-{3-[(2R,6S)-2,6-Dimethylmorpholin-4-carbonyl]-5,6-dihydrocyclopenta[c]pyrazol-1(4H)-yl}-1-[4-(2,3,6-trifluorophenyl)piperidin-1-yl]ethan-1-on C[C@@H]1CN(C[C@@H](O1)C)C(=O)C=1C2=C(N(N1)CC(=O)N1CCC(CC1)C1=C(C(=CC=C1F)F)F)CCC2